IC1=CC=C(OCC=2N=CN(C2)C(=O)OC(C)(C)C)C=C1 tert-butyl 4-((4-iodophenoxy)methyl)-1H-imidazole-1-carboxylate